monochloro ethylene carbonate C(O)(O)=O.ClC=C